1-(2-methoxyphenyl)piperazine hydrochloride Cl.COC1=C(C=CC=C1)N1CCNCC1